CC(C)C1=NC(=NC=C1N)C(F)(F)F 4-(propan-2-yl)-2-(trifluoromethyl)pyrimidin-5-amine